C[C@@]1([C@@H](COP(=O)(OP(=O)(O1)O)O)O)CO The molecule is a tetritol phosphate. It has a role as an Escherichia coli metabolite. It is a conjugate acid of a 2-C-methyl-D-erythritol 2,4-cyclic diphosphate(2-).